1-cyclopropyl-N-(5-(3-fluorobenzyl)pyridin-2-yl)-6-oxo-1,6-dihydropyridazine-3-carboxamide C1(CC1)N1N=C(C=CC1=O)C(=O)NC1=NC=C(C=C1)CC1=CC(=CC=C1)F